(Z)-8-dodecenal C(CCCCCC\C=C/CCC)=O